BrC1=CC=C2C(=N1)C(CN2C2=NC(=NC=N2)NC2=C(C=C(C(=C2)[N+](=O)[O-])F)OC)(C)C 4-(5-bromo-3,3-dimethyl-2,3-dihydro-1H-pyrrolo[3,2-b]pyridin-1-yl)-N-(4-fluoro-2-methoxy-5-nitrophenyl)-1,3,5-triazin-2-amine